(R)-N-Boc-2-piperidinecarboxylic acid C(=O)(OC(C)(C)C)N1[C@H](CCCC1)C(=O)O